[O-]S(=O)(=O)C(F)(F)F.C(CCCCCCCC)[N+]1(CCCC1)C 1-Nonyl-1-methylpyrrolidinium triflat